2-(2,6-dioxopiperidin-3-yl)-4-(((1-(1-(1-(4-fluorophenyl)cyclopentane-1-carbonyl)piperidin-4-yl)-1H-pyrazol-4-yl)methyl)amino)isoindoline-1,3-dione O=C1NC(CCC1N1C(C2=CC=CC(=C2C1=O)NCC=1C=NN(C1)C1CCN(CC1)C(=O)C1(CCCC1)C1=CC=C(C=C1)F)=O)=O